4-butoxy-N,N-dimethylbutanamide C(CCC)OCCCC(=O)N(C)C